pentanoic anhydride C(CCCC)(=O)OC(CCCC)=O